FC(C(=O)O)(F)F.CC=1N=C(NC1C)C1=NC=CC(=C1)C=1C=NC=C(C1)C(=O)N1CC(CC1)OC 2'-(4,5-Dimethyl-1H-imidazol-2-yl)-5-[(3-methoxypyrrolidin-1-yl)carbonyl]-3,4'-bipyridine trifluoroacetate salt